5,7-Difluoro-1-(4-(4-(methylsulfonyl)-1,4-diazepan-1-yl)phenyl)-1H-indazol-6-ol FC=1C=C2C=NN(C2=C(C1O)F)C1=CC=C(C=C1)N1CCN(CCC1)S(=O)(=O)C